NC(C(C1=C(C=C(C=C1)F)F)OS(=O)(=O)C)=O methanesulfonic acid 2-amino-1-(2,4-difluorophenyl)-2-oxoethyl ester